2-Methoxyethyl 2,6-dimethyl-4-(3-nitrophenyl)-5-((3-(pyridin-4-yl) propyl) carbamoyl)-1,4-dihydropyridine-3-carboxylate CC=1NC(=C(C(C1C(=O)OCCOC)C1=CC(=CC=C1)[N+](=O)[O-])C(NCCCC1=CC=NC=C1)=O)C